C(CCCCCCCCCCCCCCC)(=O)C([C@](N)(C(=O)O)C(CCCCCCCCCCCCCCC)=O)(S)C(CCCCCCCCCCCCCCC)=O tripalmitoyl-cysteine